Fluorodeoxysorbitol C([C@H]([C@H]([C@@H]([C@H](CF)O)O)O)O)O